C(C)(C)(C)OC(=O)NCC(COS(=O)(=O)C)CNC(=O)OC(C)(C)C methanesulfonic acid 3-((tert-butoxycarbonyl) amino)-2-(((tert-butoxycarbonyl) amino) methyl)-propyl ester